Ethyl 4-(thiophen-3-yloxy)butanoate S1C=C(C=C1)OCCCC(=O)OCC